Cl.ClC=1C=CC(=NC1)C1(OC2=C(O1)C=CC=C2C=2CCNCC2)C 5-chloro-2-(2-methyl-4-(1,2,3,6-tetrahydropyridin-4-yl)benzo[d][1,3]dioxolan-2-yl)pyridine hydrochloride